C(C1=CC=CC=C1)N1CC(CCC1)CN(S(=O)(=O)C1=CC2=CC=CC=C2C=C1)CCOC N-((1-benzylpiperidin-3-yl)methyl)-N-(2-methoxyethyl)naphthalene-2-sulfonamide